C(C)C1=C(C=CC=C1)C1=NC(=NC(=N1)C1=C(C=CC=C1)CC)C1=C(C=C(C=C1)OCCOC(C=C)=O)O 2,4-bis(2-ethylphenyl)-6-[2-hydroxy-4-(2-acryloyloxyethoxy)phenyl]-s-triazine